6-fluoro-5-(4-((5-fluoro-2-methyl-3-oxo-8-(prop-1-yn-1-yl)-3,4-dihydroquinoxalin-6-yl)methyl)piperazin-1-yl)-N-methylpyridinecarboxamide FC1=C(C=CC(=N1)C(=O)NC)N1CCN(CC1)CC=1C(=C2NC(C(=NC2=C(C1)C#CC)C)=O)F